4-(3-(azetidin-3-yl)-5-(trifluoromethyl)phenoxy)-2,5-difluoro-N-(1,2,3-thiadiazol-5-yl)benzenesulfonamide N1CC(C1)C=1C=C(OC2=CC(=C(C=C2F)S(=O)(=O)NC2=CN=NS2)F)C=C(C1)C(F)(F)F